3,4,5-trifluorophthalic anhydride FC1=C2C(C(=O)OC2=O)=CC(=C1F)F